5-Bromo-4-fluoro-2-iodopyridine BrC=1C(=CC(=NC1)I)F